4-(2,6-diphenylimidazo[1,2-a]pyridin-8-yl)phenol C1(=CC=CC=C1)C=1N=C2N(C=C(C=C2C2=CC=C(C=C2)O)C2=CC=CC=C2)C1